5-bromo-17-fluoro-23-{[2-(trimethylsilyl)ethoxy]methyl}-7,11-dioxa-20,23,24-triazapentacyclo[17.5.2.12,6.013,18.022,25]heptacosa-1(24),2(27),3,5,13,15,17,19,21,25-decaene BrC=1C=CC=2C3=NN(C4=CN=C(C5=C(C=CC=C5COCCCOC1C2)F)C=C34)COCC[Si](C)(C)C